C(C)(C)C1=NC=CC=C1C1=NC=C2N(C(N(C2=N1)CC1=CC=C(C=C1)C=1N(C=C(N1)C(F)(F)F)C([2H])([2H])[2H])=O)C 2-(2-isopropylpyridin-3-yl)-7-methyl-9-(4-(1-(methyl-d3)-4-(trifluoromethyl)-1H-imidazol-2-yl)benzyl)-7,9-dihydro-8H-purin-8-one